1,3-Bis(palmitoyloxy)propan-2-yl (2-(4-(((1S,4S)-4-(3,4-dichlorophenyl)-1,2,3,4-tetrahydro-naphthalen-1-yl)(methyl)amino)-2-methyl-4-oxobutan-2-yl)-3,5-dimethylphenyl) adipate C(CCCCC(=O)OC1=C(C(=CC(=C1)C)C)C(C)(CC(=O)N(C)[C@H]1CC[C@H](C2=CC=CC=C12)C1=CC(=C(C=C1)Cl)Cl)C)(=O)OC(COC(CCCCCCCCCCCCCCC)=O)COC(CCCCCCCCCCCCCCC)=O